C(CCCCCCCCCCCCCCCCC)C(C(=O)O)(C)C1=CC(=C(C(=C1)C(C)(C)C)O)C(C)(C)C octadecyl-3,5-di-tert-butyl-4-hydroxyphenyl-propionic acid